((3S,5R)-4-acryloyl-3,5-dimethylpiperazin-1-yl)-6-chloro-7-(2-fluorophenyl)-1-(2-isopropyl-4-methylpyridin-3-yl)-2-oxo-1,2-dihydro-1,8-naphthyridine-3-carbonitrile C(C=C)(=O)N1[C@H](CN(C[C@H]1C)C1=C(C(N(C2=NC(=C(C=C12)Cl)C1=C(C=CC=C1)F)C=1C(=NC=CC1C)C(C)C)=O)C#N)C